C(C)(C)(C)OC(=O)N1C[C@@H](CCC1)C(NC1=NN(C2=CC=C(C=C12)C1=C(C=CC(=C1)C(NC)=O)C#N)C(C1=CC=CC=C1)(C1=CC=CC=C1)C1=CC=CC=C1)=O (3R)-3-({5-[2-cyano-5-(methylcarbamoyl)phenyl]-1-trityl-1H-indazol-3-yl}carbamoyl)piperidine-1-carboxylic acid tert-butyl ester